2-fluoro-4-(2-(2-methyl-2H-indazol-5-yl)-5-((1-methylpyrrolidin-3-yl)methoxy)pyridin-3-yl)benzonitrile FC1=C(C#N)C=CC(=C1)C=1C(=NC=C(C1)OCC1CN(CC1)C)C1=CC2=CN(N=C2C=C1)C